COC1=C2CCC(CC2=CC=C1)N(CC1CCN(CC1)S(=O)(=O)C=1SC=CC1)CCC.[C].[Nb] Niobium Carbon 5-methoxy-N-propyl-N-((1-(thiophen-2-ylsulfonyl)piperidin-4-yl)methyl)-1,2,3,4-tetrahydronaphthalene-2-amine